N1N=CC(=C1)C1=C(C=CC=C1)C1=CC(=CC(=C1)C1=C(C=CC=C1)C=1C=NNC1)C1=C(C=CC=C1)C=1C=NNC1 1,3,5-tri((1H-pyrazol-4-yl)phenyl)benzene